C1(=CC=CC=C1)[C@@H]1[C@H](OC2(O1)CCCC2)CCO 2-((2R,3R)-3-phenyl-1,4-dioxaspiro[4.4]non-2-yl)ethanol